C1(CC1)S(=O)(=O)NC1=CC(=NC=C1)[C@H](CC)NC(=O)C=1SC(=CN1)C1=NC(=CN=C1)OCC N-[(1S)-1-(4-cyclopropanesulfonamidopyridin-2-yl)propyl]-5-(6-ethoxypyrazin-2-yl)-1,3-thiazole-2-carboxamide